COC=1C(=C(C(=CC1)C)C=1C=2N(C3=CC(=NC=C3C1)NC(=O)C1CC1)C(=NN2)C)C N-[4-(3-methoxy-2,6-dimethylphenyl)-1-methyl-[1,2,4]triazolo[4,3-a]1,6-naphthyridin-8-yl]cyclopropanecarboxamide